5-(4-{[2-(3,4-dimethoxyphenyl)phenyl]amino}phenyl)-1,3,4-thiadiazol-2-amine COC=1C=C(C=CC1OC)C1=C(C=CC=C1)NC1=CC=C(C=C1)C1=NN=C(S1)N